2-(4-cyclopropyl-6-methoxypyrimidin-5-yl)-6-difluoromethyl-8-(4-(1-methyl-4-(trifluoromethyl)-1H-imidazol-2-yl)benzyl)pyrido[4,3-d]pyrimidin-7(6H)-one C1(CC1)C1=NC=NC(=C1C=1N=CC=2C(N1)=C(C(N(C2)C(F)F)=O)CC2=CC=C(C=C2)C=2N(C=C(N2)C(F)(F)F)C)OC